F[C@H]1CN(CC[C@H]1NC=1C=2C=C(N(C2C=CC1)CC(F)(F)F)C=1OC(=NN1)CNC1=CC(=CC=C1)S(=O)(=O)C)C N-((3S,4R)-3-fluoro-1-methylpiperidin-4-yl)-2-(5-(((3-(methylsulfonyl)phenyl)amino)methyl)-1,3,4-oxadiazol-2-yl)-1-(2,2,2-trifluoroethyl)-1H-indol-4-amine